FC=1C=C(C=CC1)C1=NC=2C=CN=C(C2C=C1)NCC=1C=CC(=NC1)C1=CC(=NC=C1)C 2-(3-fluorophenyl)-N-((2'-methyl-2,4'-bipyridin-5-yl)methyl)-1,6-naphthyridin-5-amine